Pyrrolidine nitrogen [N].N1CCCC1